5-(((1H-indol-3-yl)oxy)-2-fluoro-4-methoxyphenyl)-2,4-dioxo-1H-thieno[3,4-d]pyrimidine-5-carboxylic acid N1C=C(C2=CC=CC=C12)OC=1C(=C(C=CC1OC)C1(SC=C2NC(NC(C21)=O)=O)C(=O)O)F